CC1(OB(OC1(C)C)C=1C=C(C=CC1)N1CCN(CC1)C(=O)OC(C)(C)C)C tert-butyl 4-(3-(4,4,5,5-tetramethyl-1,3,2-dioxaborolan-2-yl)-phenyl)piperazine-1-carboxylate